N-(Azetidin-3-yl)-3-((4-bromo-2-chlorophenyl)amino)-5-fluoroisonicotinamide N1CC(C1)NC(C1=C(C=NC=C1F)NC1=C(C=C(C=C1)Br)Cl)=O